tert-butyl (N-(2-((5-(6,7-dimethoxyquinazolin-4-yl)pyridin-2-yl)amino)ethyl)sulfamoyl)carbamate COC=1C=C2C(=NC=NC2=CC1OC)C=1C=CC(=NC1)NCCNS(=O)(=O)NC(OC(C)(C)C)=O